rac-tert-butyl ((1r,4r)-4-(((2-chloro-4-((3-(2,3-difluoro-4-methoxyphenyl)imidazo[1,2-a]pyrazin-8-yl)amino)phenyl)sulfonyl)methyl)cyclohexyl)carbamate ClC1=C(C=CC(=C1)NC=1C=2N(C=CN1)C(=CN2)C2=C(C(=C(C=C2)OC)F)F)S(=O)(=O)CC2CCC(CC2)NC(OC(C)(C)C)=O